N[C@@H](CCC(=O)O)C(=O)[O-].[Na+].OC1=CC=C(C=C1)C1CCC(CC1)C(=O)OC1=CC(=CC(=C1)OC(=O)C1CCC(CC1)C1=CC=C(C=C1)O)OC(=O)C1CCC(CC1)C1=CC=C(C=C1)O 1,3,5-tris(4-(4-hydroxyphenyl)cyclohexylcarbonyloxy)benzene Monosodium glutamate